NCCCC(CCNCCCN1CCN(CC1)CCCNCCC(CCCCCCCCCCC)CCCN)CCCCCCCCCCC 1,4-bis[(3-(3-aminopropyl)-myristylamino)propyl]piperazine